CC1(COC(OC1)=O)CNC(OCC1=C(C=C(C(=C1)OC)OC)[N+](=O)[O-])=O 4,5-dimethoxy-2-nitrobenzyl ((5-methyl-2-oxo-1,3-dioxan-5-yl)methyl)carbamate